ClC=1OC(=C(N1)C(=O)OCC)CC(F)(F)F ethyl 2-chloro-5-(2,2,2-trifluoroethyl)oxazole-4-carboxylate